1-bromo-5-methyl-4,6,7,8-tetrahydro-3H-9-oxa-2-thia-4-azabenzo[cd]azulen-3-one BrC=1SC2=C3C(CCCOC13)=C(NC2=O)C